[6-[[3-(trifluoromethylsulfinyl)phenyl]methyl]-2-azaspiro[3.3]heptan-2-yl]methanone FC(S(=O)C=1C=C(C=CC1)CC1CC2(CN(C2)C=O)C1)(F)F